NC1=CC=C(C=C1)C(C)(C)C=1C=C(C=CC1)C(C)(C)C1=CC=C(N)C=C1 4-[2-[3-[2-(4-aminophenyl)propan-2-yl]phenyl]propan-2-yl]aniline